tert-butyl 4-(4-(5-(3-((5-cyano-4-(4-fluorophenyl)thiazol-2-yl)(methyl)amino)-2-ethylimidazo[1,2-a]pyridin-6-yl)pyrimidin-2-yl) piperazine-1-carboxamido)piperidine-1-carboxylate C(#N)C1=C(N=C(S1)N(C1=C(N=C2N1C=C(C=C2)C=2C=NC(=NC2)N2CCN(CC2)C(=O)NC2CCN(CC2)C(=O)OC(C)(C)C)CC)C)C2=CC=C(C=C2)F